C(CCCCC(=O)OCC1CC2C(CC1)O2)(=O)OCC2CC1C(CC2)O1 bis(3,4-epoxycyclohexylmethyl) hexanediate